5-Chloro-6,7-difluoro-N-((3R,4S)-4-hydroxypyrrolidin-3-yl)-1H-indole-2-carboxamide ClC=1C=C2C=C(NC2=C(C1F)F)C(=O)N[C@@H]1CNC[C@@H]1O